FC=1C=C(C(=O)O)C=CC1N1CC(CC1)OC1=CC=C(C=C1)C(F)(F)F 3-fluoro-4-(3-(4-(trifluoromethyl)phenoxy)pyrrolidin-1-yl)benzoic acid